NC=1C(=NC(=CN1)Br)N1N=CC(=C1)C(=O)N(C)C 1-(3-amino-6-bromopyrazin-2-yl)-N,N-dimethylpyrazole-4-carboxamide